C(C)C1=C(C=C(C(=C1)O)F)C1=CC=C2C(=NNC2=C1)C=1NC=C(N1)CN1CC(CC1)C#N 1-((2-(6-(2-ethyl-5-fluoro-4-hydroxyphenyl)-1H-indazol-3-yl)-1H-imidazol-4-yl)methyl)pyrrolidine-3-carbonitrile